N-(3-(5-(4-chlorophenyl)-1H-pyrrolo[2,3-b]pyridine-3-carbonyl)-2,4-dicyanophenyl)propane-1-sulfonamide ClC1=CC=C(C=C1)C=1C=C2C(=NC1)NC=C2C(=O)C=2C(=C(C=CC2C#N)NS(=O)(=O)CCC)C#N